1-butyl-glycerol C(CCC)OCC(O)CO